1-bromo-5-(chloromethyl)-2-fluoro-4-iodobenzene BrC1=C(C=C(C(=C1)CCl)I)F